ONC(=O)C1=CC2=C(OCC(N2CC=2C=NC(=CC2)OC)=O)C=C1 N-hydroxy-4-((6-methoxypyridin-3-yl)methyl)-3-oxo-3,4-dihydro-2H-benzo[b][1,4]oxazine-6-carboxamide